CN(C)CCCN(C)CCCN(C)C bis(dimethylaminopropyl)-N-methylamine